5-bromo-2-((4-(6-((4-chloro-2-fluorobenzyl)oxy)pyridin-2-yl)piperidin-1-yl)methyl)-3-Picoline BrC=1C=C(C(=NC1)CN1CCC(CC1)C1=NC(=CC=C1)OCC1=C(C=C(C=C1)Cl)F)C